N-(propan-2-yl)-2-[1-(pyrimidin-2-yl)-1H-pyrazol-4-yl]-N-[(3R)-pyrrolidin-3-yl]-1,3-thiazole-4-carboxamide CC(C)N(C(=O)C=1N=C(SC1)C=1C=NN(C1)C1=NC=CC=N1)[C@H]1CNCC1